C1NCC2C1CC(C2)N octahydrocyclopenta[c]pyrrole-5-amine